NCCC1=CC(O)=C(O)C=C1.[V] vanadium dopamine